vanadium (IV) tricarbonate C(=O)([O-])OC(=O)OC(=O)[O-].[V+4].C(=O)([O-])OC(=O)OC(=O)[O-]